(S)-1-(7-(2-(3-chlorophenyl)-3-cyclobutylpropanoyl)-5,5-difluoro-2,7-diazaspiro[3.5]nonan-2-yl)prop-2-en-1-one ClC=1C=C(C=CC1)[C@@H](C(=O)N1CC(C2(CN(C2)C(C=C)=O)CC1)(F)F)CC1CCC1